CCCP1(=O)OP(=O)(OP(=O)(O1)CCC)CCC 1-propanephosphonic anhydride